europium (II) tetrahydrofuran O1CCCC1.[Eu+2]